5-(1-(3,3-difluorocyclobutyl)-1H-benzo[d][1,2,3]triazol-6-yl)-6-fluoro-N-((3S,4S)-3-fluoro-1-(oxetan-3-yl)piperidin-4-yl)-4-methoxypyrrolo[2,1-f][1,2,4]triazin-2-amine FC1(CC(C1)N1N=NC2=C1C=C(C=C2)C=2C(=CN1N=C(N=C(C12)OC)N[C@@H]1[C@H](CN(CC1)C1COC1)F)F)F